[N+](=[N-])=C1C(C2=CC=CC=C2C1=O)=O 2-diazo-1H-indene-1,3(2H)-dione